N-[(2S)-2-[(5-bromo-2-chloro-pyrimidin-4-yl)amino]-4-methyl-pentyl]carbamate BrC=1C(=NC(=NC1)Cl)N[C@H](CNC([O-])=O)CC(C)C